((2S,3R,4R)-2-ethyl-3-methyl-4-((6-methylpyridin-2-yl)amino)-6-(morpholine-4-carbonyl)-3,4-dihydroquinolin-1(2H)-yl)ethanone C(C)[C@@H]1N(C2=CC=C(C=C2[C@@H]([C@H]1C)NC1=NC(=CC=C1)C)C(=O)N1CCOCC1)C(C)=O